2-[(3S)-1-[(2R)-2-[4-(2-chloro-4-fluoro-phenyl)-2-oxo-chromen-7-yl]oxypropanoyl]pyrrolidin-3-yl]acetic acid ClC1=C(C=CC(=C1)F)C1=CC(OC2=CC(=CC=C12)O[C@@H](C(=O)N1C[C@@H](CC1)CC(=O)O)C)=O